2,3,6-trimethyl-cyclohexanol CC1C(C(CCC1C)C)O